2-(3-bromothiophen-2-yl)ethan-1-ol BrC1=C(SC=C1)CCO